O1CCC2=C1C=CC(=C2)/C=C/C=O (2E)-3-(2,3-dihydro-1-benzofuran-5-yl)prop-2-enal